NCC=1OC2=C(C1)C=C(C=C2CC(=O)O[C@@H](C(F)(F)F)C)F (R)-1,1,1-Trifluoropropan-2-yl 2-(2-(aminomethyl)-5-fluorobenzofuran-7-yl)acetate